2-ISOPROPOXYPYRIDINE-3-BORONIC ACID C(C)(C)OC1=NC=CC=C1B(O)O